5-(2-((5,6-difluoro-2,3-dihydro-1H-inden-2-yl)amino)-4-methylpyrimidin-5-yl)-1,3,4-oxadiazol-2(3H)-one FC=1C=C2CC(CC2=CC1F)NC1=NC=C(C(=N1)C)C1=NNC(O1)=O